4-(1-((pyrimidin-4-ylmethyl)amino)ethyl)isoquinolin N1=CN=C(C=C1)CNC(C)C1=CN=CC2=CC=CC=C12